5-methylaminomethyl-uracil CNCC=1C(NC(NC1)=O)=O